4-((2-methyl-5-(1-(methylsulfonyl)-1H-pyrazol-4-yl)phenyl)sulfonyl)morpholine CC1=C(C=C(C=C1)C=1C=NN(C1)S(=O)(=O)C)S(=O)(=O)N1CCOCC1